tert-butyl (R)-3-(2-fluoro-4-(hydroxymethyl)-N-(8-methylisoquinolin-1-yl)benzamido)piperidine-1-carboxylate FC1=C(C(=O)N(C2=NC=CC3=CC=CC(=C23)C)[C@H]2CN(CCC2)C(=O)OC(C)(C)C)C=CC(=C1)CO